C1(=CC=CC2=CC=CC=C12)COC1=CC(=NC2=CC=CC=C12)C(=O)NCCCCCCC(=O)OC Methyl 7-(4-(naphthalen-1-ylmethoxy)quinoline-2-carboxamido)heptanoate